OCC(CCCO)=O 1,5-dihydroxypentanone